FC1(OC2=C(O1)C=CC(=C2)[C@H](C)NC2=NC=CC(=C2)N2N=C(C=1CCC[C@@H](C21)N)C(F)(F)F)F (7S)-1-[2-[[(1S)-1-(2,2-difluoro-1,3-benzodioxol-5-yl)ethyl]amino]-4-pyridyl]-3-(trifluoromethyl)-4,5,6,7-tetrahydroindazol-7-amine